2-carboxyethylphosphine hydrochloride Cl.C(=O)(O)CCP